FC=1C=C(C=C(C1)OC)N(C1=CC=C2N=CC(=NC2=C1)C=1C=NN(C1)C(CCCCCCC[NH-])O)CCNC(C)C 8-(4-(7-((3-Fluoro-5-methoxyphenyl)(2-(isopropylamino)ethyl)amino)quinoxalin-2-yl)-1H-pyrazole-1-yl)-N-hydroxyoctylamide